2-Methyl-propane-1-sulfonic acid {2-[6-amino-8-(6-ethynyl-benzo[1,3]dioxol-5-ylsulfanyl)-purin-9-yl]-ethyl}-amide NC1=C2N=C(N(C2=NC=N1)CCNS(=O)(=O)CC(C)C)SC1=CC2=C(OCO2)C=C1C#C